FC(C(OC(C(=O)O)C)(F)F)(C(F)(F)F)F 2-(heptafluoropropoxy)propanoic acid